CC(C)C=CCC(C)C 2,6-dimethyl-3-heptene